(S)-N-((R and S)-(5-chloro-6-(di-fluoromethyl)pyridin-2-yl)(5-chloro-6-(trifluoromethyl)pyridin-3-yl)methyl)-2-oxoimidazolidine-4-carboxamide ClC=1C=CC(=NC1C(F)F)[C@H](NC(=O)[C@H]1NC(NC1)=O)C=1C=NC(=C(C1)Cl)C(F)(F)F |&1:10|